C(C)(C)(C)OC(=O)N1CC2(NC3=NC(=C(C=C3CC2)I)F)CC1 7'-fluoro-6'-iodo-3',4'-dihydro-1'H-spiro[pyrrolidine-3,2'-[1,8]naphthyridine]-1-carboxylic acid tert-butyl ester